3-[3-({[3-(4-{[(3S,4R)-3-fluoro-1-methylpiperidin-4-yl]amino}-1-(2,2,2-trifluoroethyl)-1H-indol-2-yl)-1,2,4-oxadiazol-5-yl]methyl}carbamoyl)-1H-pyrrol-1-yl]propanoic acid F[C@H]1CN(CC[C@H]1NC1=C2C=C(N(C2=CC=C1)CC(F)(F)F)C1=NOC(=N1)CNC(=O)C1=CN(C=C1)CCC(=O)O)C